4a-(2-Chloro-3-fluorophenyl)octahydro-2H-benzo[b][1,4]oxazine ClC1=C(C=CC=C1F)C12C(OCCN1)CCCC2